N-allyl-(methyl)acrylamide C(C=C)NC(C(=C)C)=O